2-[(1RS,2SR)-2-(4,4-difluorocyclohexyl)-2-hydroxy-1-phenylethyl]-6-[5-(difluoromethyl)-1,3,4-oxadiazol-2-yl]-2,3-dihydro-1H-isoindol-1-one FC1(CCC(CC1)[C@@H]([C@@H](C1=CC=CC=C1)N1C(C2=CC(=CC=C2C1)C=1OC(=NN1)C(F)F)=O)O)F |r|